(2R,3S,4R,5R)-5-((S)-1-(pentanoyloxy)prop-2-ynyl)-tetrahydrofuran-2,3,4-triyl tripentanoate C(CCCC)(=O)O[C@H]1O[C@@H]([C@H]([C@@H]1OC(CCCC)=O)OC(CCCC)=O)[C@H](C#C)OC(CCCC)=O